sodium 3-[(4-anilinophenyl)diazenyl]benzenesulfonate N(C1=CC=CC=C1)C1=CC=C(C=C1)N=NC=1C=C(C=CC1)S(=O)(=O)[O-].[Na+]